tert-butyl (3S)-3-[[4-[6-(5-cyano-1-methyl-pyrrol-3-yl)-1H-indol-3-yl]-5-(trifluoromethyl)pyrimidin-2-yl]amino]piperidine-1-carboxylate C(#N)C1=CC(=CN1C)C1=CC=C2C(=CNC2=C1)C1=NC(=NC=C1C(F)(F)F)N[C@@H]1CN(CCC1)C(=O)OC(C)(C)C